F\C(\C(=O)OCC)=C/C1=NC=CC=N1 ethyl (Z)-2-fluoro-3-(pyrimidin-2-yl)acrylate